C(C)C=1C=C(C=CC1)NC(=O)C1C=NN(C1=O)C1=CC=CC=C1 N-(3-ethylphenyl)-5-oxo-1-phenyl-4,5-dihydro-1H-pyrazole-4-carboxamide